CC1=C(C=C(C=C1)C(=O)N1CCC(CC1)C1=CC=C(C=C1)OC=1SC(=NN1)CCC)NS(=O)(=O)CC1=CC=CC=C1 N-(2-methyl-5-(4-(4-((5-propyl-1,3,4-thiadiazol-2-yl)oxy)phenyl)piperidine-1-carbonyl)-phenyl)-1-phenylmethanesulfonamide